3,5-dimethyl-4-(4,4,5,5-tetramethyl-1,3,2-dioxaborolan-2-yl)isoxazole tert-butyl-2-(7-bromoquinoxalin-2-yl)-2,8-diazaspiro[4.5]decane-8-carboxylate C(C)(C)(C)OC(=O)N1CCC2(CCN(C2)C2=NC3=CC(=CC=C3N=C2)Br)CC1.CC1=NOC(=C1B1OC(C(O1)(C)C)(C)C)C